tert-butyl-((3-((5-(chloromethyl)-2-fluoro-phenyl)methoxy)phenyl)formyl)-dimethylsilane C(C)(C)(C)[Si](C)(C)C(=O)C1=CC(=CC=C1)OCC1=C(C=CC(=C1)CCl)F